(3-(2-Hydroxyethylamino)propylamino)-8-methoxy-12H-benzothiopyrano[2,3-c]Quinolin-12-one OCCNCCCNC1=C2C3=C(C=NC2=CC=C1)SC1=C(C3=O)C=CC=C1OC